CC=1N=C(C2=C(N1)OC=C2C(=O)NC(C)C2=CC=CC=C2)NC2(CC2)C methyl-4-[(1-methylcyclopropyl)amino]-N-(1-phenylethyl)furo[2,3-d]pyrimidine-5-carboxamide